methyl (E)-4-((N-(1-(6-methyl-4,8-dioxo-1,3,6,2-dioxazaborocan-2-yl)hept-2-en-1-yl)sulfamoyl)oxy)benzoate CN1CC(OB(OC(C1)=O)C(\C=C\CCCC)NS(=O)(=O)OC1=CC=C(C(=O)OC)C=C1)=O